C12(CC(C1)C2)N2C=C(C(=CC2=O)NC2[C@@H]1CN(C[C@H]21)C)C(=O)N[C@H](C)C2=CC(=CC=C2)C(F)(F)F 1-(bicyclo[1.1.1]pent-1-yl)-4-(((1R,5S,6s)-3-methyl-3-azabicyclo[3.1.0]hex-6-yl)amino)-6-oxo-N-((R)-1-(3-(trifluoromethyl)phenyl)ethyl)-1,6-dihydropyridine-3-carboxamide